FC1=CC(=C(C=C1)NC1=C(C(=O)O)C=CC(=C1)OC)C 2-((4-fluoro-2-methylphenyl)-amino)-4-methoxybenzoic acid